COC(=O)C=1N(C2=CC(=CC=C2C1)NC(C1=C(C=CC(=C1)CNC(C(C)C)=O)Cl)=O)C 6-(2-chloro-5-(isobutyrylaminomethyl)benzoylamino)-1-methyl-1H-indole-2-carboxylic acid methyl ester